3-((5-cyclopropyl-2',5'-dimethyl-4-nitro-2'H-[1,3'-bipyrazol]-3-yl)oxy)-2-fluoropropan-1-ol C1(CC1)C1=C(C(=NN1C=1N(N=C(C1)C)C)OCC(CO)F)[N+](=O)[O-]